1-(2-(benzylthio)-4-bromophenyl)ethan-1-one C(C1=CC=CC=C1)SC1=C(C=CC(=C1)Br)C(C)=O